2-(3,3-Difluoro-4-methoxypiperidin-1-yl)pyrimidin-4-amine FC1(CN(CCC1OC)C1=NC=CC(=N1)N)F